C(C)N(CCNC1=NC(=NC(=N1)OCCCNC(OC(C)(C)C)=O)OCCCNC(OC(C)(C)C)=O)CC di-tert-butyl (((6-((2-(diethylamino)ethyl)amino)-1,3,5-triazine-2,4-diyl)bis(oxy))bis(propane-3,1-diyl))dicarbamate